N[C@@H]1C[C@H](C1)C(=O)OC methyl trans-3-(amino)cyclobutanecarboxylate